5-methyl-2'-O-propyl-Uridine CC=1C(NC(N([C@H]2[C@H](OCCC)[C@H](O)[C@@H](CO)O2)C1)=O)=O